O1CCN(CC1)C(\C=C\CN[C@@H]1CN(CCC1)C1=NC=C(C=C1)\C(=C(\CC(F)(F)F)/C1=CC=CC=C1)\C=1C=C2C(=NN(C2=CC1)C1OCCCC1)F)=O (E)-1-Morpholino-4-(((3S)-1-(5-((Z)-4,4,4-trifluoro-1-(3-fluoro-1-(tetrahydro-2H-pyran-2-yl)-1H-indazol-5-yl)-2-phenylbut-1-en-1-yl)pyridin-2-yl)piperidin-3-yl)amino)but-2-en-1-one